(5-(trifluoromethyl)pyridin-2-yl)methanesulfonic acid methyl ester COS(=O)(=O)CC1=NC=C(C=C1)C(F)(F)F